Cl.Cl.BrC=1C=CC(=NC1)CN (5-bromo-2-pyridyl)methanamine dihydrochloride